O1CCC(=CC1)C1=CC=C(C=2NC=NC21)OC 4-(3,6-dihydro-2H-pyran-4-yl)-7-methoxy-1H-1,3-benzodiazol